BrC1=CC=2N=C(N=C(C2N=C1)N1C[C@H]2CC[C@@H](C1)N2C(=O)OC(C)(C)C)OCC21CCCN1CCC2 Tert-butyl (1R,5S)-3-(7-bromo-2-((tetrahydro-1H-pyrrolizin-7a(5H)-yl) methoxy) pyrido[3,2-d]pyrimidin-4-yl)-3,8-diazabicyclo[3.2.1]octane-8-carboxylate